C(CCCCCCCC(C)C)OC(C1=CC=C(C(=O)OCCCCCCCCC(C)C)C=C1)=O.BrC=1C=2C=3N(C(=NC2C=CC1)N[C@H]1C(NCCCC1)=O)N=C(N3)C3=CC(=CC=C3)F (3R)-3-{[10-bromo-2-(3-fluorophenyl)[1,2,4]triazolo[1,5-c]quinazolin-5-yl]amino}azepan-2-one Di-(isoundecyl)-terephthalat